ClC1=NN(C=C1C=O)C1OCCCC1 3-chloro-1-(tetrahydro-2H-pyran-2-yl)-1H-pyrazole-4-carbaldehyde